FCC(CF)N1N=NC2=C1C=C(C=C2)C=2C(=CN1N=C(N=C(C12)OC)NC1CCN(CC1)C1COC1)F 5-(1-(1,3-difluoropropan-2-yl)-1H-benzo[d][1,2,3]triazol-6-yl)-6-fluoro-4-methoxy-N-(1-(oxetan-3-yl)piperidin-4-yl)pyrrolo[2,1-f][1,2,4]triazin-2-amine